BrCCCCCC[Si](C)(C)C(C)(C)C 6-bromohexyl-tert-butyl-dimethyl-silicon